((cis-3-(trifluoromethoxy)cyclobutoxy)methyl)benzene FC(O[C@H]1C[C@H](C1)OCC1=CC=CC=C1)(F)F